ethyl n-hexyl ether C(CCCCC)OCC